NC1=C(C=C(C=C1)OC)SCC(C(=O)O)CCC(C)(F)F 2-(((2-amino-5-methoxyphenyl)thio)methyl)-5,5-difluorohexanoic acid